ClC1=C(C=CC=C1NC=1C(=NC2=CC=CC=C2C1)OC(F)F)[C@@]1(CC(N(C(N1)=N)C1CCOCC1)=O)C (6S)-6-(2-Chloro-3-{[2-(difluoromethoxy)quinolin-3-yl]amino}phenyl)-2-imino-6-methyl-3-(tetrahydropyran-4-yl)hexahydropyrimidin-4-one